FC=1C=C(C=CC1OC1=C2C(=NC=C1)NC(N2C(C)C)=O)NC(=O)C=2C=NN(C2C(F)(F)F)C2=CC=CC1=CC=CC=C21 N-(3-fluoro-4-((1-isopropyl-2-oxo-2,3-dihydro-1H-imidazo[4,5-b]pyridine-7-yl)oxy)phenyl)-1-(naphthalene-1-yl)-5-(trifluoromethyl)-1H-pyrazole-4-carboxamide